(S)-2-fluoro-3-methyl-N-[(S)-1-(1-methyl-2-oxo-5-phenyl-2,3-dihydro-1H-azepin-3-ylcarbamoyl)-ethyl]-butyramide F[C@H](C(=O)N[C@@H](C)C(NC1C(N(C=CC(=C1)C1=CC=CC=C1)C)=O)=O)C(C)C